2-chloromethyl-3-methyl-4-(2,2,2-trifluoroethoxy)pyridine hydrochloride Cl.ClCC1=NC=CC(=C1C)OCC(F)(F)F